ClC1=C(C=CC(=C1)CC)NC1N(C(C2=CN(C(C=C2C1)=O)C)=O)OCCO ((2-chloro-4-ethylphenyl)amino)-2-(2-hydroxyethoxy)-7-methyl-3,4-dihydro-2,7-naphthyridine-1,6(2H,7H)-dione